BrC1=C(C=CC=C1)N1N=C(C=C1C1=CC(=CC(=C1)OC)OC)CO [1-(2-Bromophenyl)-5-(3,5-dimethoxyphenyl)-1H-pyrazol-3-yl]methanol